2-((2,2-difluoroethyl)amino)acetonitrile FC(CNCC#N)F